ethyl 2,4-dibromoimidazo[1,2-a]1,8-naphthyridine-8-carboxylate BrC=1C=C(C=2C=CC=3N(C2N1)C=C(N3)C(=O)OCC)Br